Benzyl (2R)-2-[(tert-butyldimethylsilyl)oxy]-3-[4-(4-fluorophenyl)phenyl]propanoate [Si](C)(C)(C(C)(C)C)O[C@@H](C(=O)OCC1=CC=CC=C1)CC1=CC=C(C=C1)C1=CC=C(C=C1)F